Methyl 2-(fluoromethyl)-5-oxo-4-phenyl-4,5,6,7-tetrahydro-1H-cyclopenta[B]pyridine-3-carboxylate FCC1=C(C(C2=C(N1)CCC2=O)C2=CC=CC=C2)C(=O)OC